N-hydroxy-4-((3-(4-hydroxyphenethyl)-2,4-dioxo-3,4-dihydroquinazolin-1(2H)-yl)methyl)benzamide ONC(C1=CC=C(C=C1)CN1C(N(C(C2=CC=CC=C12)=O)CCC1=CC=C(C=C1)O)=O)=O